(R,R/S)-5-(2-hydroxypropan-2-yl)-N'-((3-methyl-1,2,3,5,6,7-hexa-hydrodicyclopenta[b,e]pyridin-8-yl)carbamoyl)thiazole-2-sulfonimidamide OC(C)(C)C1=CN=C(S1)[S@@](=O)(N)=NC(NC1=C2C(=NC3=C1CCC3)[C@@H](CC2)C)=O |&1:24|